6-(3-(2-(1-(3,4-dimethoxyphenyl)cyclopropoxy)acetyl)-3,8-diazabicyclo[3.2.1]octan-8-yl)nicotinonitrile COC=1C=C(C=CC1OC)C1(CC1)OCC(=O)N1CC2CCC(C1)N2C2=NC=C(C#N)C=C2